t-butyl ((1R,3R)-3-(3-chloro-4-cyanophenoxy)-2,2,4,4-tetramethylcyclobutyl)(deuteromethyl)carbamate ClC=1C=C(OC2C(C(C2(C)C)N(C(OC(C)(C)C)=O)C[2H])(C)C)C=CC1C#N